FC=1C(=C(C=CC1C)S(=O)(=O)N1[C@@H](CCC1)C(=O)OC)CCCCCC=O methyl ((3-fluoro-4-methyl-2-(6-oxohexyl) phenyl)sulfonyl)-L-prolinate